bis(2,2,6,6-tetramethylpyridine) magnesium [Mg].CC1(NC(C=CC1)(C)C)C.CC1(NC(C=CC1)(C)C)C